C1CCC2=C(C=CC=C12)C1=C(C=C2C(=N1)C(=NN2)C=2C=NN(C2)[C@@H]2CN(CC2)C(=O)[C@@H]2C[C@H](C2)O)OC ((S)-3-(4-(5-(2,3-Dihydro-1H-inden-4-yl)-6-methoxy-1H-pyrazolo[4,3-b]pyridin-3-yl)-1H-pyrazol-1-yl)pyrrolidin-1-yl)((trans)-3-hydroxycyclobutyl)methanone